benzyl (3S,4R)-3-methoxy-4-vinylpyrrolidine-1-carboxylate CO[C@@H]1CN(C[C@H]1C=C)C(=O)OCC1=CC=CC=C1